2-Methyl-7-pentyl-2-(4,8,12-trimethyltrideca-3,7,11-trienyl)chromen-5-ol CC1(OC=2C=C(C=C(C2C=C1)O)CCCCC)CCC=C(CCC=C(CCC=C(C)C)C)C